C(C1=CC=CC=C1)OC(=O)[C@@](C(=O)N(C)OC)(C)N (S)-2-benzyloxycarbonyl-amino-N-methoxy-N-methylpropionamide